(E)-3-(methyl-imino)butanoate C\N=C(\CC(=O)[O-])/C